CC1=NN(C2=NC(=NC=C21)NC=2C(=CC=1N(C2)C=CN1)C)C1CCOCC1 3-methyl-N-(7-methylimidazo[1,2-a]pyridin-6-yl)-1-(tetrahydro-2H-pyran-4-yl)-1H-pyrazolo[3,4-d]pyrimidin-6-amine